5-thio-β-D-glucofuranose O[C@H]1[C@H](O)[C@@H](O)[C@H](O1)[C@H](S)CO